4-hydroxy-N-((4R)-4-methylcycloheptyl)-1-(2-morpholinoethyl)-2-oxo-1,2-dihydro-1,8-naphthyridine-3-carboxamide OC1=C(C(N(C2=NC=CC=C12)CCN1CCOCC1)=O)C(=O)NC1CC[C@@H](CCC1)C